FC1=C(C#N)C(=CC=C1)C1=CC=CC2=C1NC(=NS2(=O)=O)NCC=2OC=CN2 2-fluoro-6-(3-((oxazol-2-ylmethyl)amino)-1,1-dioxo-4H-benzo[e][1,2,4]thiadiazin-5-yl)benzonitrile